p-methyl-benzenesulfonyl-methyl-formamide CC1=CC=C(C=C1)S(=O)(=O)N(C=O)C